FC1=C(C=CC=C1F)[C@@H]1CN(CC12CCC2)C(=O)C2=CC(=NO2)O (R)-(8-(2,3-difluorophenyl)-6-azaspiro[3.4]octan-6-yl)(3-hydroxyisoxazol-5-yl)methanone